3-chloro-1-[4-(2,3-dichlorophenyl)piperazin-1-yl]-1-propanone ClCCC(=O)N1CCN(CC1)C1=C(C(=CC=C1)Cl)Cl